Methyl (S)-2-(4-bromo-2,5-difluorobenzyl)-1-(4,4-dimethyltetrahydrofuran-3-yl)-1H-benzo[d]imidazole-6-carboxylate BrC1=CC(=C(CC2=NC3=C(N2[C@@H]2COCC2(C)C)C=C(C=C3)C(=O)OC)C=C1F)F